O=C(CCC1=CC=C(C=C1)NC(=O)CCCC(=O)O)CC(C)=O 4-[4-(3,5-dioxohexyl)phenylcarbamoyl]butyric acid